1-(2,6-dibenzyloxy-3-pyridyl)-3-methyl-5-[(3S)-3-methylpiperazin-1-yl]benzimidazol-2-one C(C1=CC=CC=C1)OC1=NC(=CC=C1N1C(N(C2=C1C=CC(=C2)N2C[C@@H](NCC2)C)C)=O)OCC2=CC=CC=C2